(S)-8-chloro-4-((3-chloro-4-fluorophenyl)amino)-6-(((1-isopropyl-1H-1,2,3-triazol-4-yl)(3-oxoisoindolin-4-yl)methyl)amino)quinoline-3-carbonitrile ClC=1C=C(C=C2C(=C(C=NC12)C#N)NC1=CC(=C(C=C1)F)Cl)N[C@@H](C1=C2C(NCC2=CC=C1)=O)C=1N=NN(C1)C(C)C